C(C1=C(C(=CC(=C1)C)C(C)(C)C)O)C1=C(C(=CC(=C1)C)C(C)(C)C)O methylenebis(4-methyl-6-tert-butyl-phenol)